N(=C=O)C1=CC=C(C=C1)OP(=O)(OC1=CC=C(C=C1)N=C=O)OC1=CC=C(C=C1)N=C=O tris-(4-isocyanatophenyl)-phosphate